C1(=C(C(=CC(=C1)C)C)S(=O)(=O)N[C@@H](CC1=CC=CC=C1)C(=O)O)C (mesitylsulfonyl)Phenylalanine